2-(4-hydroxyaminophenyl)butyric acid ONC1=CC=C(C=C1)C(C(=O)O)CC